BrC1=CC(=CC=2C(N(CC(OC21)C)CC2=CC(=CC(=C2)OC)OC)=O)CO[Si](C2=CC=CC=C2)(C2=CC=CC=C2)C(C)(C)C 9-bromo-7-(((tert-butyldiphenylsilyl)oxy)methyl)-4-(3,5-dimethoxybenzyl)-2-methyl-3,4-dihydrobenzo[f][1,4]oxazepin-5(2H)-one